methyl 10-(4-bromo-3,5-dimethyl-pyrazol-1-yl)decanoate BrC=1C(=NN(C1C)CCCCCCCCCC(=O)OC)C